(S)-2-({4'-[5-(acetylaminomethyl)-2-oxo-1,3-oxazolidin-3-yl]-2'-fluoro-3-hydroxy-1,1'-biphenyl-4-yl}methylene)hydrazine-1-carboxamide C(C)(=O)NC[C@H]1CN(C(O1)=O)C1=CC(=C(C=C1)C1=CC(=C(C=C1)C=NNC(=O)N)O)F